7-ethyl-6-(1-((5,6,7,8-tetrahydroimidazo[1,2-a]pyridin-3-yl)sulfonyl)piperidin-4-yl)-[1,2,4]triazolo[1,5-a]pyridine C(C)C1=CC=2N(C=C1C1CCN(CC1)S(=O)(=O)C1=CN=C3N1CCCC3)N=CN2